C(CCCC)OC=1C(=CC=2C3=CC(=C(C=C3C3=CC(=C(C=C3C2C1)OCCCCC)C=O)OCCCCC)OCCCCC)C=O 3,6,10,11-tetra(n-pentyloxy)triphenylene-2,7-dicarboxaldehyde